N2-[4-[(3-methoxyazetidin-1-yl)methyl]phenyl]-N4-[2-(6-methyl-2-pyridyl)pyrimidin-4-yl]pyrimidine-2,4-diamine COC1CN(C1)CC1=CC=C(C=C1)NC1=NC=CC(=N1)NC1=NC(=NC=C1)C1=NC(=CC=C1)C